C(C)(C)(C)OC(=O)N1[C@@H](C[C@@H](C1)N(C1=NC(=CC=C1)C1=C(C(=CC=C1)[N+](=O)[O-])N(CCCNC)C)C(=O)OC(C)(C)C)C(=O)O (2S,4S)-1-tert-butoxycarbonyl-4-[tert-butoxycarbonyl-[6-[2-[methyl-[3-(methylamino)propyl]amino]-3-nitro-phenyl]-2-pyridyl]amino]pyrrolidine-2-carboxylic acid